2-(1H-imidazol-1-yl)-N-((trans)-4-methoxycyclohexyl)quinazoline-4-carboxamide N1(C=NC=C1)C1=NC2=CC=CC=C2C(=N1)C(=O)N[C@@H]1CC[C@H](CC1)OC